4-(3-Methoxypropyl)-1-thioxo-2,4-dihydro-[1,2,4]triazolo[4,3-a]quinazolin-5(1H)-one COCCCN1C=2N(C3=CC=CC=C3C1=O)C(NN2)=S